4-(((4-(2',3',4',5'-tetrahydro-[1,1'-biphenyl]-4-yl)-1H-indazol-3-yl)amino)methyl)benzoic acid C1(=CC=C(C=C1)C1=C2C(=NNC2=CC=C1)NCC1=CC=C(C(=O)O)C=C1)C=1CCCCC1